4-(3-(1,6-dimethyl-2-oxo-1,2-dihydropyridin-3-yl)pyrazolo[1,5-a]pyrimidin-5-yl)piperazine-1-carboxylic acid isopropyl ester C(C)(C)OC(=O)N1CCN(CC1)C1=NC=2N(C=C1)N=CC2C=2C(N(C(=CC2)C)C)=O